C1(CC1)[Sn](OC(C)(C)C)(OC(C)(C)C)OC(C)(C)C cyclopropyl-tris(tert-butoxy)tin